C1(=CC=CC=C1)C=1NC=C(N1)N(C(=O)N)[N+]#[C-] 2-phenylimidazolylisocyanourea